3-methoxy-1-((2-(trimethylsilyl)ethoxy)methyl)-1H-indazol-5-ol COC1=NN(C2=CC=C(C=C12)O)COCC[Si](C)(C)C